ClCC1=CC(=NC(=N1)C(C)(F)F)N1CC2(C=3C=NC(=CC31)NC(C)=O)CC2 N-(1'-(6-(chloromethyl)-2-(1,1-difluoroethyl)pyrimidin-4-yl)-1',2'-dihydrospiro[cyclopropane-1,3'-pyrrolo[3,2-c]pyridin]-6'-yl)acetamide